C(C1=CC=CC=C1)N(C(OC(C)(C)C)=O)C1=CC=C(C=C1)NC(=O)NCC=1C=C2CN(C(C2=CC1)=O)C1C(NC(CC1)=O)=O tert-butyl benzyl(4-(3-((2-(2,6-dioxopiperidin-3-yl)-1-oxoisoindolin-5-yl)methyl)ureido)phenyl)carbamate